4-fluoro-3-(methoxycarbonyl)-2-methyl-6-(trifluoromethyl)benzoic acid FC1=C(C(=C(C(=O)O)C(=C1)C(F)(F)F)C)C(=O)OC